3-(((5-(difluoromethoxy)-1-methyl-3-(trifluoromethyl)-1H-pyrazol-4-yl)methyl)sulfonyl)-5,5-dimethyl-4,5-dihydroisoxazole FC(OC1=C(C(=NN1C)C(F)(F)F)CS(=O)(=O)C1=NOC(C1)(C)C)F